4-(3,5-dimethoxystyryl)-2,6-dimethoxyphenol COC=1C=C(C=CC2=CC(=C(C(=C2)OC)O)OC)C=C(C1)OC